COC(=O)C1OCC(C(C1OCC1=CC=CC=C1)OCC1=CC=CC=C1)OCC1=CC=CC=C1 3,4,5-Tribenzyloxy-tetrahydropyran-2-carboxylic acid methyl ester